O=C1NC(CCC1N1C(C=2C=C3C(=CC2C1=O)OCC1(N3C)CNC1)=O)=O 7'-(2,6-dioxopiperidin-3-yl)-4'-methyl-2'H-spiro[azetidine-3,3'-[1,4]oxazino[2,3-f]isoindole]-6',8'(4'H,7'H)-dione